4-(2-chloroethoxy)-6-[(2,5-dichloropyrimidin-4-yl)amino]-3-methyl-1H-benzimidazol-2-one ClCCOC1=CC(=CC=2NC(N(C21)C)=O)NC2=NC(=NC=C2Cl)Cl